quinolinethione N1C(C=CC2=CC=CC=C12)=S